[2H]C1(C(C(CCC1)(NCC=C)C1=C(C=CC=C1)Cl)=O)[2H] 2,2-dideuterio-6-(2-chlorophenyl)-6-(allylamino)cyclohexanone